CN(S(=O)(=O)C=1C=C(C(=O)NC2=NC=C(C=C2)C)C=CC1)C1=CC=C(C=C1)C 3-(N-methyl-N-(p-tolyl)sulfamoyl)-N-(5-methylpyridin-2-yl)benzamide